[Cl-].[Cl-].[Hf+2].C(C)(C)(C)C1=C(C=CC(=C1)C(C)(C)C)C1=NNC(C2=CC=CC=C12)=O.C(C)(C)(C)C1=C(C=CC(=C1)C(C)(C)C)C1=NNC(C2=CC=CC=C12)=O bis[4-(2,4-di-tert-butylphenyl)-2,3-naphthyridin-1-one] hafnium dichloride